4-((7-chloro-2-((3-((methylsulfonyl)methyl)phenyl)amino)quinazolin-8-yl)oxy)cyclohexan-1-one ClC1=CC=C2C=NC(=NC2=C1OC1CCC(CC1)=O)NC1=CC(=CC=C1)CS(=O)(=O)C